4-amino-N-[(1-ethyl-2-pyrrolidinyl)methyl]-5-(ethylsulfonyl)-2-hydroxybenzoamide NC1=CC(=C(C(=O)NCC2N(CCC2)CC)C=C1S(=O)(=O)CC)O